ethyl 2-((1-chloro-4-(o-tolyl)isoquinolin-7-yl)oxy)acetate ClC1=NC=C(C2=CC=C(C=C12)OCC(=O)OCC)C1=C(C=CC=C1)C